((1S,2S,5S)-7,7-dimethyl-4-oxo-6,8-dioxa-3-azabicyclo[3.3.0]octan-2-yl)-N-(5-chloro-2,4-difluorophenyl)-N-methylformamide CC1(O[C@@H]2C(N[C@@H]([C@@H]2O1)C(=O)N(C)C1=C(C=C(C(=C1)Cl)F)F)=O)C